FC=1C=C(C=CC1)N1N=CC2=C1NC(CC2C2=CC(=C(C=C2)O)OC)=O 1-(3-fluorophenyl)-4-(4-hydroxy-3-methoxyphenyl)-5,7-dihydro-4H-pyrazolo[3,4-b]pyridin-6-one